tert-butyl (2-(((3-iodo-1-(tetrahydro-2H-pyran-2-yl)-1H-pyrazol-4-yl)methyl)(methyl)amino)ethyl)(methyl)carbamate IC1=NN(C=C1CN(CCN(C(OC(C)(C)C)=O)C)C)C1OCCCC1